tri-iso-propyl orthoacetate C(C)(OC(C)C)(OC(C)C)OC(C)C